5-(2,4-difluorophenyl)-N-((1-(3,4,5-trimethoxybenzyl)piperidin-4-yl)methyl)isoxazole-3-carboxamide FC1=C(C=CC(=C1)F)C1=CC(=NO1)C(=O)NCC1CCN(CC1)CC1=CC(=C(C(=C1)OC)OC)OC